COC=1C=C(C=C(C1)OC)C=1C=C(C=C2C=CC(OC12)(C)C)C(=O)NC1=CC=C(C=C1)OC 8-(3,5-dimethoxyphenyl)-N-(4-methoxyphenyl)-2,2-dimethyl-2H-chromen-6-carboxamide